cis-tert-butyl 4-((4-hydroxy-2-(4-(methoxycarbonyl)phenyl)piperidin-1-yl)methyl)-5-methoxy-7-methyl-1H-indole-1-carboxylate O[C@@H]1C[C@@H](N(CC1)CC1=C2C=CN(C2=C(C=C1OC)C)C(=O)OC(C)(C)C)C1=CC=C(C=C1)C(=O)OC